C(=CC)S(=O)(=O)O propenesulfonic acid